Cl.C(C)N(CCC(=O)O)CC 3-(diethylamino)propionic acid hydrochloride